[Pd].C(C)#N.C(C)#N.C(C)#N.C(C)#N tetraacetonitrile palladium